tert-butyl 4-(4-(3-(3-chloro-2-(methoxycarbonyl)phenoxy)-5-methylpyridin-4-yl)-2-methoxyphenyl)piperazine-1-carboxylate ClC=1C(=C(OC=2C=NC=C(C2C2=CC(=C(C=C2)N2CCN(CC2)C(=O)OC(C)(C)C)OC)C)C=CC1)C(=O)OC